[C@@H]12OC[C@@H](N(C1)C[C@H]1CSC=3C(=C(C=C4C(=NC(N1C34)=O)O)C(F)(F)F)Cl)C2 (S)-3-((1S,4S)-2-oxa-5-azabicyclo[2.2.1]heptan-5-ylmethyl)-10-chloro-7-hydroxy-9-(trifluoromethyl)-2H-[1,4]thiazino[2,3,4-ij]quinazolin-5(3H)-one